CC1=CC=C(CNC2=CC=C(C=C2)C(F)(F)F)C=C1 N-(4-methylbenzyl)-4-(trifluoromethyl)aniline